CNS(=O)(=O)C=1C=NC=NC1 5-(N-methylsulfamoyl)pyrimidin